6-((1-(5-fluoropyrimidin-2-yl)propyl)(methyl)amino)-5-(4-methoxybenzyl)-4-oxo-1-(1-(6-(trifluoromethyl)pyridin-3-yl)ethyl)-4,5-dihydro-1H-pyrazolo[3,4-d]pyrimidine-3-carbonitrile FC=1C=NC(=NC1)C(CC)N(C=1N(C(C2=C(N1)N(N=C2C#N)C(C)C=2C=NC(=CC2)C(F)(F)F)=O)CC2=CC=C(C=C2)OC)C